Sulfotyrosine S(=O)(=O)(O)N[C@@H](CC1=CC=C(C=C1)O)C(=O)O